(methoxycarbonyl)-5-methylpyridine 1-oxide COC(=O)C1=[N+](C=C(C=C1)C)[O-]